C(=O)(C=C)N[C@@H](CC1=CC=CC=C1)C(=O)O N-acryl-phenylalanine